BrC=1C(=CC(=C(C1)CC(=O)NC1=CC(=C(C=C1)N1N=CC(=C1)F)S(N)(=O)=O)C)F 2-(5-bromo-4-fluoro-2-methylphenyl)-N-[4-(4-fluoro-1H-pyrazol-1-yl)-3-sulfamoylphenyl]acetamide